COC1=C(C(=CC(=C1)C)C)C1=CC=C2C=CC(=NC2=N1)C1CC(CCC1)NC(OC(C)(C)C)=O tert-butyl (3-(7-(2-methoxy-4,6-dimethylphenyl)-1,8-naphthyridin-2-yl)cyclohexyl)carbamate